C(#N)C(C(=O)O)=CC1=CC=C(C=C1)\C=C\C=1C(OC2=CC(=CC=C2C1CC)N(C)C)=O 2-cyano-3-(4-((E)-2-(7-(dimethylamino)-4-ethylcoumarin-3-yl)vinyl)-phenyl)acrylic acid